C(C)(C)(C)OC(N[C@@H]1C2=CC=CC=C2CC12CCN(CC2)C=2N=C1C(=NC2)N=C(C=C1)S)=O (S)-(1'-(6-mercaptopyrido[2,3-b]pyrazin-2-yl)-1,3-dihydrospiro[inden-2,4'-piperidin]-1-yl)carbamic acid tert-butyl ester